1-ethyl-4-dimethylacetylpyridinium C(C)[N+]1=CC=C(C=C1)C(C(C)C)=O